2,2'-azo-bis(isobutyronitrile) N(=NC(C#N)(C)C)C(C#N)(C)C